FC1=CC=C(C=C1)C1(CNC1)CNC1=CC(=NC=2N1N=C(C2)C(F)(F)F)N(C)C N7-((3-(4-fluorophenyl)azetidin-3-yl)methyl)-N5,N5-dimethyl-2-(trifluoromethyl)pyrazolo[1,5-a]pyrimidine-5,7-diamine